O1[C@H](CC1)CN1C(NC2=NC=C(C=C21)C2=CC(=CC=C2)C(F)(F)F)=O |r| (R/S)-1-(Oxetan-2-ylmethyl)-6-[3-(trifluoromethyl)-phenyl]-3H-imidazo[4,5-b]pyridin-2-on